ClC=1SC(=C(N1)Cl)[C@H]([C@@H](C(=O)OCC)O)O (2s,3s)-ethyl 3-(2,4-dichlorothiazol-5-yl)-2,3-dihydroxypropionate